(3-((4-(trifluoromethyl)piperidin-1-yl)methyl)pyridin-2-yl)boronic acid FC(C1CCN(CC1)CC=1C(=NC=CC1)B(O)O)(F)F